N-[(1s,4s)-4-[6-Methyl-2-(methylsulfanyl)-7-oxo-5-[2-(triisopropylsilyl)ethynyl]pyrido[2,3-d]pyrimidin-8-yl]cyclohexyl]acetamide CC1=C(C2=C(N=C(N=C2)SC)N(C1=O)C1CCC(CC1)NC(C)=O)C#C[Si](C(C)C)(C(C)C)C(C)C